Tert-butyl decane-9-carboxylate CCCCCCCCC(C)C(=O)OC(C)(C)C